N-[(3-{4-[(cyclobutylmethyl)amino]-1-(2,2,2-trifluoroethyl)-1H-indol-2-yl}-1,2,4-oxadiazol-5-yl)methyl]cyclopropanecarboxamide C1(CCC1)CNC1=C2C=C(N(C2=CC=C1)CC(F)(F)F)C1=NOC(=N1)CNC(=O)C1CC1